ClC1=C(OCC2=CN=C(N2C)[N+](=O)[O-])C=CC(=C1)Cl 5-(2,4-dichloro-phenoxymethyl)-1-methyl-2-nitro-1H-imidazole